(6S)-6-{2-Chloro-3-[(1-methyl-isoquinolin-4-yl)amino]phenyl}-2-imino-6-methyl-3-(tetrahydro-pyran-4-yl)hexahydropyrimidin-4-one ClC1=C(C=CC=C1NC1=CN=C(C2=CC=CC=C12)C)[C@@]1(CC(N(C(N1)=N)C1CCOCC1)=O)C